6'-[2-(phosphonooxy)ethoxy]-2',3'-dihydrospiro[cyclohexane-1,1'-indene]-4-carboxylic acid P(=O)(O)(O)OCCOC1=CC=C2CCC3(C2=C1)CCC(CC3)C(=O)O